(S)-2-(3-bromophenyl)butyric acid BrC=1C=C(C=CC1)[C@@H](C(=O)O)CC